6,6-dimethyl-8-(4-(4-methylpiperazin-1-yl)Piperidin-1-yl)-11-oxo-3-((trimethylsilyl)ethynyl)-6,11-dihydro-5H-benzo[b]carbazole-9-carbonitrile CC1(C2=C(C(C=3C4=CC=C(C=C4NC13)C#C[Si](C)(C)C)=O)C=C(C(=C2)N2CCC(CC2)N2CCN(CC2)C)C#N)C